2-((5-isobutyl-1-((1R,3s,5S)-8-(2,2,2-trifluoroethyl)-8-azabicyclo[3.2.1]octan-3-yl)-1H-pyrazol-3-yl)amino)-5-(thiophen-2-yl)nicotinate C(C(C)C)C1=CC(=NN1C1C[C@H]2CC[C@@H](C1)N2CC(F)(F)F)NC2=C(C(=O)[O-])C=C(C=N2)C=2SC=CC2